tert-butyl (6-chloro-2-(4-methoxybenzyl)-3-oxo-2,3-dihydropyridazin-4-yl)carbamate ClC=1C=C(C(N(N1)CC1=CC=C(C=C1)OC)=O)NC(OC(C)(C)C)=O